2-(4-fluorophenyl)-2-(1-(4-(2-hydroxyethyl)piperidine-1-carbonyl)piperidin-4-ylidene)acetonitrile FC1=CC=C(C=C1)C(C#N)=C1CCN(CC1)C(=O)N1CCC(CC1)CCO